N-((5-chloro-6-(5-(dimethylamino)pyrazin-2-yl)-1H-indol-2-yl)methyl)acetamide ClC=1C=C2C=C(NC2=CC1C1=NC=C(N=C1)N(C)C)CNC(C)=O